COC=1C=C(\C=N\NC(=O)C2=NC=CN=C2OC2=CC=C(C=C2)OC)C=C(C1)OC (E)-N'-(3,5-dimethoxybenzylidene)-3-(4-methoxyphenoxy)pyrazine-2-carbohydrazide